ClC=1C=CC(=NC1)C1=NN(C2=CN=C(C=C21)C2=C(C=C(CN(C(OC(C)(C)C)=O)C)C=C2F)F)COCC[Si](C)(C)C tert-butyl (4-(3-(5-chloropyridin-2-yl)-1-((2-(trimethylsilyl)ethoxy)methyl)-1H-pyrazolo[3,4-c]pyridin-5-yl)-3,5-difluorobenzyl)(methyl)carbamate